N-(4-((2-(2-fluoropropan-2-yl)-6-methylpyrimidin-4-yl)amino)-5-(pyrazolo[1,5-a]pyrimidin-5-yl)pyridin-2-yl)acetamide FC(C)(C)C1=NC(=CC(=N1)NC1=CC(=NC=C1C1=NC=2N(C=C1)N=CC2)NC(C)=O)C